C(C)(C)(C)OC(=O)N1C([C@H](CC1)O[Si](C)(C)C)=O (S)-2-oxo-3-((trimethylsilyl)oxy)pyrrolidine-1-carboxylic acid tert-butyl ester